tert-butyl 1-(3-amino-5-fluoropyridin-4-yl)piperidine-4-carboxylate NC=1C=NC=C(C1N1CCC(CC1)C(=O)OC(C)(C)C)F